(S)-4-((2-((6-methylpyridin-3-yl)oxy)ethyl)(4-(5,6,7,8-tetrahydro-1,8-naphthyridin-2-yl)butyl)amino)-2-(pyrido[3,2-d]pyrimidin-4-ylamino)butanoic acid CC1=CC=C(C=N1)OCCN(CC[C@@H](C(=O)O)NC=1C2=C(N=CN1)C=CC=N2)CCCCC2=NC=1NCCCC1C=C2